BrC1=CC=C(C=C1)C(CN1CN(C=C1)C)=O 3-[2-(4-bromo-phenyl)-2-oxoethyl]-1-methylimidazole